BrC=1C(=CC=C2C(=C(NC12)C(=O)OC)CCCOC1=CC(=C(C(=C1)C)Cl)C)Cl methyl 7-bromo-6-chloro-3-(3-(4-chloro-3,5-dimethylphenoxy)propyl)-1H-indole-2-carboxylate